4,5-DICHLOROINDOLE-3-CARBOXALDEHYDE ClC1=C2C(=CNC2=CC=C1Cl)C=O